FC(F)(F)SN1S(C2=C(C1=O)C=CC=C2)(=O)=O 2-[(trifluoromethyl)sulfanyl]-1lambda6,2-benzothiazole-1,1,3-trione